ClC1=NC(=NC=C1OC)C(C(F)(F)F)=O 1-(4-chloro-5-methoxypyrimidin-2-yl)-2,2,2-trifluoroethan-1-one